(1-(3-bromonaphthalen-1-yl)cyclopropyl)-2-methyl-5-((1-methylazetidin-2-yl)methoxy)benzamide BrC=1C=C(C2=CC=CC=C2C1)C1(CC1)C=1C(=C(C(=O)N)C=C(C1)OCC1N(CC1)C)C